METHYL 2-CYANO-4-(4-CYCLOPROPYL-3-PHENYLISOTHIAZOLE-5-CARBOXAMIDO)BENZOATE C(#N)C1=C(C(=O)OC)C=CC(=C1)NC(=O)C1=C(C(=NS1)C1=CC=CC=C1)C1CC1